(E)-5-((hydroxyimino)methyl)furan-2-carbaldehyde O\N=C\C1=CC=C(O1)C=O